(S)-(6-chloro-4-((4-hydroxybutan-2-yl)amino)pyridin-3-yl)(cyclopropyl)methanone ClC1=CC(=C(C=N1)C(=O)C1CC1)N[C@@H](C)CCO